CC(CO)CCCCCCC 2-methyl-nonan-1-ol